CC12C(CC(CC1)CC2O)C 1,2-dimethyl-7-hydroxybicyclo[2.2.2]octane